5-bromobenzonitrile BrC=1C=CC=C(C#N)C1